1,2-dihydroquinolin N1CC=CC2=CC=CC=C12